SCC(C)(C)NC(OC(C)(C)C)=O tert-butyl (1-mercapto-2-methylpropan-2-yl)carbamate